naphthalene-2,7-dithiol C1=C(C=CC2=CC=C(C=C12)S)S